BrC1=CC(=C(C=C1)NC(CN1C=2N(C(C(=C1CC)N1CCN(CC1)C(=O)OC(C)(C)C)=O)N=C(N2)C=2CCOCC2)=O)Cl tert-butyl 4-(4-(2-((4-bromo-2-chlorophenyl)amino)-2-oxoethyl)-2-(3,6-dihydro-2H-pyran-4-yl)-5-ethyl-7-oxo-4,7-dihydro-[1,2,4]triazolo[1,5-a]pyrimidin-6-yl)piperazine-1-carboxylate